7-(8-methylnaphthalen-1-yl)-4-(piperazin-1-yl)-5,6,7,8-tetrahydro-1,7-naphthyridine-2-carboxylic acid CC=1C=CC=C2C=CC=C(C12)N1CCC=2C(=CC(=NC2C1)C(=O)O)N1CCNCC1